[Ni].[Cr] Chromium-nickel